C/C(/C(=O)O)=C\C1=CC(=C(C=C1)OC1=C(C=NC2=CC(=CC=C12)O)C(C1=C(C=CC=C1)CC)=O)C methyl-(E)-3-(4-((3-(2-ethylbenzoyl)-7-hydroxyquinolin-4-yl)oxy)-3-methylphenyl)acrylic acid